ClC=1C=CC2=C(N(CC(O2)C(=O)NC23[C@H](CC(CC2)(CC3)N3C=NC(=C3)C3CC(C3)OC(F)(F)F)O)C)C1 6-chloro-N-[(2S)-2-hydroxy-4-{4-[(1s,3R)-3-(trifluoromethoxy)cyclobutyl]-1H-imidazol-1-yl}bicyclo[2.2.2]octan-1-yl]-4-methyl-3,4-dihydro-2H-1,4-benzoxazine-2-carboxamide